2-(4-bromophenyl)-1,1-difluoroethylene BrC1=CC=C(C=C1)C=C(F)F